C(C)C(CCC=1C=C2C=CC(=CC2=CC1)O)CCCCCCCC 6-(3-ethyl-undecyl)-2-naphthol